BrC1=CC(=C(O[C@H](C(=O)OCC)C(C)C)C=C1)C1=NOCC1OCC (2S)-ethyl 2-[4-bromo-2-(4-ethoxy-4,5-dihydroisoxazol-3-yl) phenoxy]-3-methylbutyrate